MORPHIN C1=CC(O)=C2C=3[C@@]45[C@@H](O2)[C@@H](O)C=C[C@H]4[C@@H](CC13)N(C)CC5